ClC=1C=C(C=CC1)[C@H](C(=O)N1CCN(CC1)C1=NC=C(C=C1)C=1C=2N(C=C(C1)OCC)N=CC2C#N)NC(OC(C)(C)C)=O tert-butyl (R)-(1-(3-chlorophenyl)-2-(4-(5-(3-cyano-6-ethoxypyrazolo[1,5-a]pyridin-4-yl)pyridin-2-yl)piperazin-1-yl)-2-oxoethyl)carbamate